C(C1=CC=CC=C1)OC1=NC(=CC=C1C1=CC=CC=2N(C=NC21)C)OCC2=CC=CC=C2 4-(2,6-bis(benzyloxy)pyridin-3-yl)-1-methyl-1H-benzo[d]imidazole